C(C)N([Si](O[Si](C)(C)C)(O[Si](C)(C)C)O[Si](C)(C)C)CC 3-diethylamino-3-(trimethylsiloxy)-1,1,1,5,5,5-hexamethyltrisiloxane